ClC1=CC=C(C=C1)C=1C=C(C(N(N1)C1=CC(=CC=C1)F)=O)C(=O)NC(CO)C 6-(4-chlorophenyl)-2-(3-fluorophenyl)-N-(1-hydroxyprop-2-yl)-3-oxo-2,3-dihydropyridazine-4-carboxamide